ClC=1C=CC(=C(C1)C1=NN2C=NC=3C=CC=CC3C2=N1)OC(F)(F)F 2-[5-chloro-2-(trifluoromethoxy)phenyl][1,2,4]triazolo[1,5-c]quinazolin